N-(5-(tert-Butyl)-3-(3-(4-((2-((3-(2-(2-(cyanomethoxy)ethoxy)ethoxy)-5-methoxyphenyl)-amino)pyridin-4-yl)oxy)naphthalen-1-yl)ureido)-2-methoxyphenyl)methanesulfonamide C(C)(C)(C)C=1C=C(C(=C(C1)NS(=O)(=O)C)OC)NC(=O)NC1=CC=C(C2=CC=CC=C12)OC1=CC(=NC=C1)NC1=CC(=CC(=C1)OC)OCCOCCOCC#N